(4-(2-tetradecylhydrazine-1-carbonyl)benzyl)benzofuran-2-carboxamide C(CCCCCCCCCCCCC)NNC(=O)C1=CC=C(CC2=C(OC3=C2C=CC=C3)C(=O)N)C=C1